BrCCCCCCCN1CCN(CC1)C=1C=C2C(N(C(C2=CC1)=O)C1C(NC(CC1)=O)=O)=O 5-(4-(7-bromoheptyl)piperazin-1-yl)-2-(2,6-dioxopiperidin-3-yl)isoindoline-1,3-dione